aminoisoquinoline-3-carboxylic acid NC1=NC(=CC2=CC=CC=C12)C(=O)O